methyl 1-((S)-oxetan-2-ylmethyl)-2-((4-(6-(1,2,3,4-tetrahydronaphthalen-2-yl)pyridin-2-yl)piperidin-1-yl)methyl)-1H-benzo[d]imidazole-6-carboxylate O1[C@@H](CC1)CN1C(=NC2=C1C=C(C=C2)C(=O)OC)CN2CCC(CC2)C2=NC(=CC=C2)C2CC1=CC=CC=C1CC2